[4-(1,2,4-triazol-1-ylmethyl)phenyl]acetamide N1(N=CN=C1)CC1=CC=C(C=C1)CC(=O)N